2-[rac-(6S,8aS)-4-Oxohexahydro-1H-pyrrolo[2,1-c][1,4]oxazin-6-yl]acetonitrile O=C1N2[C@H](COC1)CC[C@H]2CC#N |r|